The molecule is a pyrazolopyridazine that is pyrazolo[1,5-b]pyridazine which is substituted by a 2-anilinopyrimidin-4-yl group at position 3 and by an ethoxy group at position 6. It is a pyrazolopyridazine, an aromatic ether, an aminopyrimidine and a substituted aniline. CCOC1=NN2C(=C(C=N2)C3=NC(=NC=C3)NC4=CC=CC=C4)C=C1